cyclopropyl-6-methyl-2-(o-tolyl)-7H-pyrrolo[2,3-d]pyrimidin-4-amine C1(CC1)C1=C(NC=2N=C(N=C(C21)N)C2=C(C=CC=C2)C)C